1-(4-(4-amino-1-cyclopropyl-1H-pyrazolo[3,4-d]pyrimidin-3-yl)-2-fluorophenyl)-3-(3-((3,3-difluoroazetidin-1-yl)methyl)isoxazol-5-yl)urea NC1=C2C(=NC=N1)N(N=C2C2=CC(=C(C=C2)NC(=O)NC2=CC(=NO2)CN2CC(C2)(F)F)F)C2CC2